3-(5-{[(4-carbamimidoylphenyl)methyl](methyl)amino}-4-methoxy-1-(2-methylfuran-3-carbonyl)-1H-pyrazol-3-yl)-1-[2-(morpholin-4-yl)acetyl]-4-(trifluoromethyl)piperidine-2-carboxylic acid C(N)(=N)C1=CC=C(C=C1)CN(C1=C(C(=NN1C(=O)C1=C(OC=C1)C)C1C(N(CCC1C(F)(F)F)C(CN1CCOCC1)=O)C(=O)O)OC)C